C(C)(C)(C)C1=NN=C(O1)C=1C(=CC2=C(N(C([C@H](CS2=O)NC(OC(C)(C)C)=O)=O)CC2=CC=C(C=C2)OC(F)(F)F)C1)F tert-butyl N-[(3R)-7-(5-tert-butyl-1,3,4-oxadiazol-2-yl)-8-fluoro-1,4-dioxo-5-[[4-(trifluoromethoxy)phenyl]methyl]-2,3-dihydro-1λ4,5-benzothiazepin-3-yl]carbamate